(7S,12bS)-7,8,9-trifluoro-1H,2H,3H,4H,6H,7H,12bH-indolo[2,3-a]quinolizin-4-one F[C@H]1C2=C([C@@H]3CCCC(N3C1)=O)NC1=CC=C(C(=C12)F)F